CC(=C)C#CC 2-methyl-1-penten-3-yne